FC(=C1CC(N(C1)C(=O)OC(C)(C)C)(C(=O)OC)C)F 1-(tert-butyl) 2-methyl 4-(difluoromethylene)-2-methylpyrrolidine-1,2-dicarboxylate